C1(=CC=CC=C1)C1(CC1)C1=NNC2=NC(=CN=C21)N2CCC1(CC2)[C@@H](C=2C(=NC=CC2)C1)N (S)-1'-(3-(1-phenylcyclopropyl)-1H-pyrazolo[3,4-b]pyrazin-6-yl)-5,7-dihydrospiro[cyclopenta[b]pyridine-6,4'-piperidin]-5-amine